C(CCC)[Sn](C1=NC=C(C=N1)C1CCN(CC1)C(=O)OC(C)(C)C)(CCCC)CCCC tert-butyl 4-(2-tributylstannylpyrimidin-5-yl)piperidine-1-carboxylate